tert-butyl-4-(3-fluoro-4-(6-methoxy-2-methyl-2H-indazole-5-carboxamido)phenyl)piperazine C(C)(C)(C)N1CCN(CC1)C1=CC(=C(C=C1)NC(=O)C1=CC2=CN(N=C2C=C1OC)C)F